[Fe].[V].[N] nitrogen vanadium-iron